N4-(1,3-dimethylbenzimidazolin-2-on-5-yl)-N2-[2-(4-methylpiperazino)pyridin-5-yl]-5-fluoropyrimidine-2,4-diamine CN1C(N(C2=C1C=CC(=C2)NC2=NC(=NC=C2F)NC=2C=CC(=NC2)N2CCN(CC2)C)C)=O